N,N-dimethyl-dithiocarbamic acid-(3-sulfopropyl) ester S(=O)(=O)(O)CCCSC(N(C)C)=S